8-((3S,5R)-3,5-dimethylpiperazin-1-yl)-3,11-bis(4-fluorophenyl)-10-(trifluoromethyl)-3,4-dihydro-2H,6H-[1,4]thiazepino[2,3,4-ij]quinazolin-6-one C[C@H]1CN(C[C@H](N1)C)C1=NC(N2C3=C(C(=C(C=C13)C(F)(F)F)C1=CC=C(C=C1)F)SCC(C2)C2=CC=C(C=C2)F)=O